6-bromo-[1,2,5]oxadiazolo[3,4-b]pyridine BrC1=CC=2C(N=C1)=NON2